3-mercapto-1-propanesulfonic acid, sodium salt [Na+].SCCCS(=O)(=O)[O-]